N1(C=NC=C1)C1CN(C1)C([C@@H](CC1=C(C=C(C=C1)Cl)Cl)N)=O (R)-1-(3-(1H-imidazol-1-yl)azetidin-1-yl)-2-amino-3-(2,4-dichlorophenyl)propan-1-one